C(#N)C=1C=C(C=C(C1)C(F)(F)F)NC(=O)NC1CC2(CN(C2)C(=O)C=2C=NN3C2C=NC=C3)C1 1-(3-cyano-5-(trifluoromethyl)phenyl)-3-(2-(pyrazolo[1,5-a]pyrazine-3-carbonyl)-2-azaspiro[3.3]heptan-6-yl)urea